N(=C=O)C1(CCC(CC1)C(C)(C)N=C=O)C 1,8-diisocyanato-p-menthan